4-(4-(4-Bromo-2-methylphenoxy)piperidin-1-yl)-6-chloro-1-methyl-2-oxo-1,2-dihydro-1,5-naphthyridin-3-carbonitril BrC1=CC(=C(OC2CCN(CC2)C2=C(C(N(C3=CC=C(N=C23)Cl)C)=O)C#N)C=C1)C